3-(2-Methyl-4-oxo-9-(trifluoromethyl)-5,6-dihydro-2H-2,6-methanobenzo[g][1,3,5]oxadiazocin-3(4H)-yl)benzoic acid CC12OC3=C(C(NC(N1C=1C=C(C(=O)O)C=CC1)=O)C2)C=CC(=C3)C(F)(F)F